O[C@H]1C([C@@H](OC([C@H]1O)CO)OC1=CC(=C(C(=C1)O)C(\C=C\C1=CC=C(C=C1)OC)=O)O)O[C@@H]1OC([C@@H]([C@@H](C1O)O)O)C (E)-1-[4-[(2S,4R,5S)-4,5-Dihydroxy-6-(hydroxymethyl)-3-[(2S,4S,5R)-3,4,5-trihydroxy-6-methyloxan-2-yl]oxyoxan-2-yl]oxy-2,6-dihydroxyphenyl]-3-(4-methoxyphenyl)prop-2-en-1-one